C([C@H]([C@H]([C@H]([C@@H](CO)O)O)O)O)O The molecule is a hexitol that is hexane-1,2,3,4,5,6-hexol having (2R,3R,4S,5R) configuration; the D-enantiomer of altritol. It has a role as an algal metabolite and a marine metabolite.